COC(CC)C1=CC(=NC=C1)C(=O)O 4-(1-methoxypropyl)picolinic acid